iron indium palladium [Pd].[In].[Fe]